perfluoro-2-methoxypropanoic acid FC(C(=O)O)(C(F)(F)F)OC(F)(F)F